7-tertbutyl-1,4-dimethylazulene C(C)(C)(C)C1=CC=C(C2=CC=C(C2=C1)C)C